OC(CCO)CCCCC 3-hydroxyoctanol